C(=O)(OCCCCCCCCCCCCCCCC)OOC(=O)OCCCCCCCCCCCCCCCC dicetyl peroxydicarbonate